[Si](C1=CC=CC=C1)(C1=CC=CC=C1)(C(C)(C)C)OC1CC(CCC1)N1C2=NC(=NC=C2NC1=O)Cl 9-(3-((tert-butyldiphenylsilyl)oxy)cyclohexyl)-2-chloro-7,9-dihydro-8H-purin-8-one